bromon-octane BrCCCCCCCC